acrylamidopropyl-dimethylmethoxysilane C(C=C)(=O)NCCC[Si](OC)(C)C